1-[4-[3-[(8-chloro-[1,2,4]triazolo[4,3-a]quinazolin-5-yl)-methyl-amino]phenyl]phenyl]-4,4-dimethyl-pyrrolidin-2-one ClC1=CC=C2C(=NC=3N(C2=C1)C=NN3)N(C=3C=C(C=CC3)C3=CC=C(C=C3)N3C(CC(C3)(C)C)=O)C